2-[3-methoxy-4-(3-piperidinopropoxy)phenylamino]-4-{12-oxa-6-azatricyclo[7.2.1.02,7]dodeca-2(7),3,5-trien-4-ylamino}pyrimidine COC=1C=C(C=CC1OCCCN1CCCCC1)NC1=NC=CC(=N1)NC1=CC=2C3CCC(CC2N=C1)O3